(2S)-2-amino-N-[4-amino-5-[3,5-dimethyl-1-(2-trimethylsilylethoxymethyl)pyrazol-4-yl]-6-fluoro-2-pyridyl]-3,3-dicyclopropyl-propanamide N[C@H](C(=O)NC1=NC(=C(C(=C1)N)C=1C(=NN(C1C)COCC[Si](C)(C)C)C)F)C(C1CC1)C1CC1